4-bromo-3-chloro-2-fluoro-6-((2-isopropyl-4-methylpyridin-3-yl)amino)benzonitrile BrC1=C(C(=C(C#N)C(=C1)NC=1C(=NC=CC1C)C(C)C)F)Cl